BrC1=CC=C2C(=N1)C(=CN2S(=O)(=O)CC2=CC=CC=C2)I 5-bromo-3-iodo-1-toluenesulfonyl-1H-pyrrolo[3,2-b]pyridine